C(C)(C)(C)OC([C@H](CCC(=O)O)NC(=O)OC(C)(C)C)=O (4S)-5-(tert-butoxy)-4-{[(tert-butoxy)carbonyl]Amino}-5-oxopentanoic acid